5-Chloro-4-(4-(2-fluoroacrylamido)-2-methylphenyl)-3-(4-(((1-fluorocyclopropyl)methyl)carbamoyl)-3-methoxyphenyl)-1H-pyrrole-2-carboxamide ClC1=C(C(=C(N1)C(=O)N)C1=CC(=C(C=C1)C(NCC1(CC1)F)=O)OC)C1=C(C=C(C=C1)NC(C(=C)F)=O)C